NC=1C(=NC(=C(N1)N1N=C(C=C1)C)Cl)C(=O)O 3-amino-6-chloro-5-(3-methyl-1H-pyrazol-1-yl)pyrazine-2-carboxylic acid